2-[(2-{1-[(tert-butoxy)carbonyl]-1H-indol-7-yl}ethyl)({[(9H-fluoren-9-yl)methoxy]carbonyl})amino]acetic acid C(C)(C)(C)OC(=O)N1C=CC2=CC=CC(=C12)CCN(CC(=O)O)C(=O)OCC1C2=CC=CC=C2C=2C=CC=CC12